triethoxybenzoic acid ethyl ester C(C)OC(C1=C(C(=C(C=C1)OCC)OCC)OCC)=O